3-(methylsulfonylmethyl)-1,2,4-oxadiazole-5-carboxylic acid CS(=O)(=O)CC1=NOC(=N1)C(=O)O